COC(N(C1(CC1)C1=CC(=C(C=C1)F)C(F)(F)F)C1CNC1)=O Azetidin-3-yl-(1-(4-fluoro-3-(trifluoromethyl)phenyl)cyclopropyl)carbamic acid methyl ester